7-chloroimidazo[1,2-c]pyrimidine ClC1=CC=2N(C=N1)C=CN2